(R)-N-((R)-8-(8-((3-chloro-2-methoxypyridin-4-yl)thio)imidazo[1,2-c]pyrimidin-5-yl)-8-azaspiro[4.5]decan-1-yl)-2-methylpropan-2-sulfinamide ClC=1C(=NC=CC1SC=1C=2N(C(=NC1)N1CCC3(CCC[C@H]3N[S@](=O)C(C)(C)C)CC1)C=CN2)OC